The molecule is a fatty acid anion 10:0 that is the conjugate base of decanoic acid. It has a role as a human metabolite, a plant metabolite and a Saccharomyces cerevisiae metabolite. It is a medium-chain fatty acid anion, a straight-chain saturated fatty acid anion and a fatty acid anion 10:0. It is a conjugate base of a decanoic acid. CCCCCCCCCC(=O)[O-]